ClC1=C(OC2=C(C(=O)NC3=CC(=CC=C3)S(N)(=O)=O)C=C(C=C2)C2=CC(=CC=C2)S(N)(=O)=O)C=CC(=C1)F 2-(2-chloro-4-fluorophenoxy)-N-(3-sulfamoylphenyl)-5-(3-sulfamoylphenyl)benzamide